ClC=1C=C(C=CC1)\C=C(\C(=O)O)/CSC1=CC=CC=C1 (Z)-3-(3-chlorophenyl)-2-((phenylthio)methyl)acrylic acid